((2S,3R)-1-((1R,2S,5S)-2-(((S)-1-amino-1-oxo-3-((S)-2-oxopiperidin-3-yl) propan-2-yl) carbamoyl)-6,6-dimethyl-3-azabicyclo[3.1.0]hex-3-yl)-3-(tert-butoxy)-1-oxobutan-2-yl) carbamate C(N)(O[C@H](C(=O)N1[C@@H]([C@H]2C([C@H]2C1)(C)C)C(N[C@H](C(=O)N)C[C@H]1C(NCCC1)=O)=O)[C@@H](C)OC(C)(C)C)=O